Ethyl (S)-3-(4-fluoro-2'-(hex-5-en-1-yl)-4',6'-dimethyl-[1,1'-biphenyl]-3-yl)-3-((R)-2-((methylsulfonyl)oxy)pent-4-enamido)propanoate FC1=C(C=C(C=C1)C1=C(C=C(C=C1C)C)CCCCC=C)[C@H](CC(=O)OCC)NC([C@@H](CC=C)OS(=O)(=O)C)=O